Copper trichloride [Cu](Cl)(Cl)Cl